4-(Methylamino)-2-(methylthio)pyrimidine-5-carbaldehyde CNC1=NC(=NC=C1C=O)SC